NC(C([C@H](CC1=CC=CC=C1)NC(=O)C=1C(=CC=CC1Cl)C1=CC=CC=C1)=O)=O (S)-N-(4-amino-3,4-dioxo-1-phenylbutan-2-yl)-3-chloro-[1,1'-biphenyl]-2-carboxamide